C(=O)(OC(N)=S)OC(=O)[O-] thiocarbamoyl dicarbonate